1-bromo-3,5-bis-hexyloxy-benzene BrC1=CC(=CC(=C1)OCCCCCC)OCCCCCC